C(=O)O.CC1(CCC1)NCC1=CC(=C2CNC(C2=C1)=O)C(F)(F)F 6-(((1-methylcyclobutyl)amino)methyl)-4-(trifluoromethyl)isoindolin-1-one formate salt